N-(2-methoxy-4-(2-(2,2,2-trifluoroacetyl)hydrazine-1-carbonyl)benzyl)-N-(pyridin-3-yl)methanesulfonamide COC1=C(CN(S(=O)(=O)C)C=2C=NC=CC2)C=CC(=C1)C(=O)NNC(C(F)(F)F)=O